ClCC(=O)O[C@H]1[C@H](OCC=C)O[C@H]([C@@H]([C@H]1O)OCC1=CC2=CC=CC=C2C=C1)C Allyl 2-O-chloroacetyl-4-O-(2-naphthylmethyl)-alpha-L-rhamnopyranoside